CC1(C=CC2=C3C(=CC(=C2O1)OC)N=C4C(=C3OC)C=CO4)C The molecule is an organic heterotetracyclic compound that is 3H-furo[2,3-b]pyrano[3,2-f]quinoline carrying a gem-dimethyl group at position 3 as well as two methoxy substituents at positions 5 and 11. It has a role as a plant metabolite. It is a quinoline alkaloid, an organic heterotetracyclic compound and an aromatic ether.